C(#N)C1=CC(=C(COC2=CC=CC(=N2)C2=CC(NC(=C2)C)=O)C=C1)F 6-((4-cyano-2-fluorobenzyl)oxy)-6'-methyl-2'-oxo-[2,4'-bipyridin]